N-((R)-(4-fluorophenyl)((R)-tetrahydrofuran-2-yl)methyl)-4-(trifluoromethoxy)benzenesulfonamide FC1=CC=C(C=C1)[C@@H](NS(=O)(=O)C1=CC=C(C=C1)OC(F)(F)F)[C@@H]1OCCC1